C(C1=CC=CC=C1)OC1=C2C(=C(N(C2=CC(=C1)F)C1=CC(=C(C=C1)F)C)C1(CC(C1)O)C)C1=CC=C(C(=O)OCC2=CC=CC=C2)C=C1 benzyl 4-[4-benzyloxy-6-fluoro-1-(4-fluoro-3-methyl-phenyl)-2-(3-hydroxy-1-methyl-cyclobutyl)indol-3-yl]benzoate